C(C)(C)(C)OC([C@@H](CC1=CC=C(C=C1)OCCOCCOCC)OS(=O)(=O)C)=O (2R)-3-{4-[2-(2-ethoxyethoxy)ethoxy]phenyl}-2-[(methylsulfonyl)oxy]propanoic acid tert-butyl ester